2-chloro-5-ethyl-pyrazine ClC1=NC=C(N=C1)CC